[3-[[4-[3-(2,6-dioxo-3-piperidyl)-1-methyl-indazol-6-yl]piperazin-1-yl]methyl]cyclobutyl]carbamate O=C1NC(CCC1C1=NN(C2=CC(=CC=C12)N1CCN(CC1)CC1CC(C1)NC([O-])=O)C)=O